3-(2-azidopropyl)-5-(4-(5-(trifluoromethyl)pyrimidin-2-yl)piperazine-1-carbonyl)oxazolidin-2-one N(=[N+]=[N-])C(CN1C(OC(C1)C(=O)N1CCN(CC1)C1=NC=C(C=N1)C(F)(F)F)=O)C